Triazole-Phosphinate [PH2](O)=O.N1N=NC=C1